FC1=CC=2C3=C(C=NC2C=C1)N=C(N3[C@H]3C[C@H](OCC3)C)CC=3N=C1SC(=NN1C3)C 8-fluoro-2-[(2-methylimidazo[2,1-b][1,3,4]thiadiazol-6-yl)methyl]-1-[(2r,4r)-2-methyltetrahydro-2H-pyran-4-yl]-1H-imidazo[4,5-c]quinoline